3-bromo-4-chloro-benzene-1,2-diol BrC1=C(C(=CC=C1Cl)O)O